6-(6-(2-hydroxy-1,2-oxaborolan-4-yl)pyridin-2-yl)-3-methoxy-2-propoxybenzonitrile OB1OCC(C1)C1=CC=CC(=N1)C1=CC=C(C(=C1C#N)OCCC)OC